BrC=1C=CC(=C(C1)S(=O)(=O)Cl)OC 5-bromo-2-methoxybenzenesulfonyl chloride